ClCC(=O)N1CC2(C1)CCOCC2 2-chloro-1-(7-oxa-2-azaspiro[3.5]non-2-yl)ethanone